5-chloro-4-(3-(3-chlorophenyl)-5-fluoro-1H-indazol-1-yl)-2-fluoro-N-(methylsulfonyl)benzamide ClC=1C(=CC(=C(C(=O)NS(=O)(=O)C)C1)F)N1N=C(C2=CC(=CC=C12)F)C1=CC(=CC=C1)Cl